2-((3-(2,6-dioxopiperidin-3-yl)-1-methyl-1H-indazol-6-yl)oxy)-N-(1-phenyl-1H-pyrazol-4-yl)acetamide O=C1NC(CCC1C1=NN(C2=CC(=CC=C12)OCC(=O)NC=1C=NN(C1)C1=CC=CC=C1)C)=O